tert-butyl (1-(4-(4-(3-ethyl-4-(2,2,2-trifluoroacetyl)piperazine-1-carboxamido)-2-oxopyrimidin-1(2H)-yl)benzyl)piperidin-4-yl)carbamate C(C)C1CN(CCN1C(C(F)(F)F)=O)C(=O)NC1=NC(N(C=C1)C1=CC=C(CN2CCC(CC2)NC(OC(C)(C)C)=O)C=C1)=O